C1(CC1)C=1C=NN(C1CO[C@@H]1[C@@H]2[C@H](N([C@H](C1)C2)C2=CC(=C(C(=O)NS(=O)(=O)C1CCOCC1)C=C2)F)C)C2=C(C=CC=C2Cl)Cl |&1:10| 4-((1S,3R,4S,SR)-5-((4-cyclopropyl-1-(2,6-dichlorophenyl)-1H-pyrazol-5-yl)methoxy)-3-methyl-2-azabicyclo[2.2.1]heptan-2-yl)-2-fluoro-N-((tetrahydro-2H-pyran-4-yl)sulfonyl)benzamide